hafnium tetra-isobutanol C(C(C)C)O.C(C(C)C)O.C(C(C)C)O.C(C(C)C)O.[Hf]